BrC=1C=C2COC3(CCNCC3)C2=CC1 5-bromo-3H-spiro[isobenzofuran-1,4'-piperidine]